2-(2-cyclopropyl-vinyl)-adamantane C1(CC1)C=CC1C2CC3CC(CC1C3)C2